NC=1C=C(C#N)C=CC1NCC1=CC=C(C=C1)O[Si](C1=CC=CC=C1)(C1=CC=CC=C1)C(C)(C)C 3-amino-4-((4-((tert-butyldiphenylsilyl)oxy)benzyl)amino)benzonitrile